C(#N)CC=1C=C(CNCCCCOCCOC2=NC3=C(C4=CN=CC=C24)C=CC=C3)C=C(C1)C(F)(F)F 5-(2-(4-((3-(cyanomethyl)-5-(trifluoromethyl)benzyl)amino)butoxy)ethoxy)benzo[c][2,6]naphthyridine